Cl.ClC=1C=C(O[C@H]2CN(CC2)C2(CCCCC2)C(=O)N[C@@H](C)C2=CC=C(C(=O)O)C=C2)C=CC1 4-[(1S)-1-[[1-[(3R)-3-(3-Chlorophenoxy)pyrrolidin-1-yl]cyclohexane-1-carbonyl]amino]ethyl]benzoic acid, hydrochloride